4-(4-(1-(2-((2-((carboxymethyl)amino)-2-oxoethyl)amino)-2-oxoethyl)-4-(5-fluoro-1-methyl-1H-indazol-6-yl)-1H-pyrazolo[3,4-b]pyridin-3-yl)piperidin-1-yl)-4-oxobutanoic acid C(=O)(O)CNC(CNC(CN1N=C(C=2C1=NC=CC2C2=C(C=C1C=NN(C1=C2)C)F)C2CCN(CC2)C(CCC(=O)O)=O)=O)=O